Antimony triglycolate C(CO)(=O)[O-].C(CO)(=O)[O-].C(CO)(=O)[O-].[Sb+3]